4-(((((2-(2,6-dioxopiperidin-3-yl)-1-oxoisoindolin-5-yl-15N)methyl)carbamoyl)oxy)methyl)phenyl acetate C(C)(=O)OC1=CC=C(C=C1)COC(NCC=1C=C2C[15N](C(C2=CC1)=O)C1C(NC(CC1)=O)=O)=O